5-benzyl-N-((R)-3-methyl-1-((3aS,4S,6S,7aR)-3a,5,5-trimethylhexahydro-4,6-methanobenzo[d][1,3,2]dioxaborol-2-yl)butyl)-3-(phenoxymethyl)-4,5-dihydroisoxazol-5-carboxamide C(C1=CC=CC=C1)C1(CC(=NO1)COC1=CC=CC=C1)C(=O)N[C@@H](CC(C)C)B1O[C@@]2([C@H](O1)C[C@H]1C([C@@H]2C1)(C)C)C